N1C(=CC=2C=NC=CC21)CNC(CN2C(=NC=C(C2=O)C2=C(C(=O)N)C=CC(=C2)C=2SC=CN2)C2=CC=CC=C2)=O (1-(2-(((1H-pyrrolo[3,2-c]pyridin-2-yl)methyl)amino)-2-oxoethyl)-6-oxo-2-phenyl-1,6-dihydropyrimidin-5-yl)-4-(thiazol-2-yl)benzamide